N(=[N+]=[N-])CCOC(=O)C(CCC[C@@H](N)C(=O)O)N 6-((2-azidoethoxy)carbonyl)-D-lysine